5-[4-amino-5-(trifluoromethyl)pyrrolo[2,1-f][1,2,4]triazin-7-yl]-2-fluoro-N-[(3R,4S)-4-fluoro-1-(3-fluorocyclobutanecarbonyl)pyrrolidin-3-yl]benzamide NC1=NC=NN2C1=C(C=C2C=2C=CC(=C(C(=O)N[C@@H]1CN(C[C@@H]1F)C(=O)C1CC(C1)F)C2)F)C(F)(F)F